BrC=1C=CC=2N(C3=CC=C(C=C3C2C1)Br)C1=CC=C(C=C1)N 3,6-dibromo-9-(4-aminophenyl)carbazole